ClC=1C(=C(C(=CC1)F)[C@H](C12CCC(CC1)(C2)F)NC(=O)[C@H]2C[C@H]([C@H](C2)NC(=O)C=2C=NC=NC2)O)F N-((1S,2R,4R)-4-(((S)-(3-chloro-2,6-difluorophenyl)(4-fluorobicyclo[2.2.1]heptan-1-yl)methyl)carbamoyl)-2-hydroxycyclopentyl)pyrimidine-5-carboxamide